CNC(=O)C1=CSC=2C1=NC(=CC2C(F)(F)F)N2CCN(CC2)CC=2SC=C(C2)C n-methyl-5-[4-[(4-methyl-2-thienyl)methyl]piperazin-1-yl]-7-(trifluoromethyl)thieno[3,2-b]pyridine-3-carboxamide